bismuth 1-mercapto-2-propanol SCC(C)O.[Bi]